C[C@H]1OC2=C(C(NC1)=O)C=CC(=C2)C2=NNC1=NC=C(C=C12)C=1C=CC2=C(CCC(CC2)N2[C@@H](CCC2)C)C1 (2R)-2-Methyl-8-(5-{7-[(2R)-2-methylpyrrolidin-1-yl]-6,7,8,9-tetrahydro-5H-benzo[7]annulen-2-yl}-1H-pyrazolo[3,4-b]pyridin-3-yl)-2,3,4,5-tetrahydro-1,4-benzoxazepin-5-one